2-[3-(5-chloro-2,4-difluoro-phenyl)-1H-pyrazol-4-yl]-7-(4,5,6,7-tetrahydrotriazolo[1,5-a]pyrazin-3-yl)-1,5-naphthyridine ClC=1C(=CC(=C(C1)C1=NNC=C1C1=NC2=CC(=CN=C2C=C1)C=1N=NN2C1CNCC2)F)F